N-(2',4',5'-trifluorobiphenyl-2-yl)-5-chloro-1-methyl-3-trifluoromethyl-pyrazol-4-yl-carboxamide FC1=C(C=C(C(=C1)F)F)C1=C(C=CC=C1)NC(=O)C=1C(=NN(C1Cl)C)C(F)(F)F